ClC1=C(C=C(C=C1)Cl)S(=O)(=O)NC1=C(C(=C(C=C1)F)C#CC1=CC=2OCC(NC2N=C1)=O)F 2,5-dichloro-N-(2,4-difluoro-3-((3-oxo-3,4-dihydro-2H-pyrido[3,2-b][1,4]oxazin-7-yl)ethynyl)phenyl)-benzenesulfonamide